BrC=1C=C(C=CC1C(F)(F)F)C=1C=C2CCN(C(C2=CC1)=O)C=1C=CC(=C(C1)NS(=O)(=O)C)O N-(5-(6-(3-bromo-4-(trifluoromethyl)phenyl)-1-oxo-3,4-dihydroisoquinolin-2(1H)-yl)-2-hydroxyphenyl)methanesulfonamide